piperidin-3-yl acetate C(C)(=O)OC1CNCCC1